S(N)(=O)(=O)C1=NC=CC(=C1)NC(=O)C=1C(=NC=C(C1)C(F)(F)F)N1CC(CCC1)C(F)(F)F N-(2-sulfamoyl-4-pyridyl)-5-(trifluoromethyl)-2-[3-(trifluoromethyl)-1-piperidyl]pyridine-3-carboxamide